C(#N)C1=NC2=CC(=CC(=C2N=C1NC1CCC1)[C@@H](C)NC1=C(C(=O)O)C=CC=C1)C (R)-2-((1-(2-cyano-3-(cyclobutylamino)-7-methylquinoxalin-5-yl)ethyl)amino)benzoic acid